7'-chloro-N-[(2-methyl-1H-indol-5-yl)methyl]-4'-oxo-3',4'-dihydrospiro[azetidine-3,2'-[1]benzopyran]-1-carboxamide ClC1=CC2=C(C(CC3(O2)CN(C3)C(=O)NCC=3C=C2C=C(NC2=CC3)C)=O)C=C1